C(C1=CC=CC=C1)OC1=CC=C2C(=CNC2=C1)C=1C(N(C(C1Br)=O)CC1=C(C=C(C=C1)OC)OC)=O 3-(6-(benzyloxy)-1H-indol-3-yl)-4-bromo-1-(2,4-dimethoxybenzyl)-1H-pyrrole-2,5-dione